S[SiH](S)S trimercapto-silane